3-[4-[4-[(4-Aminocyclohexyl)methyl]piperazin-1-yl]phenyl]piperidine-2,6-dione NC1CCC(CC1)CN1CCN(CC1)C1=CC=C(C=C1)C1C(NC(CC1)=O)=O